C1(=CC=CC=C1)[C@@H](CCC1=CC=C(C=C1)C)O (R)-1-phenyl-3-(p-methylphenyl)propan-1-ol